1-(5-formylpyridin-2-yl)-3-methoxy-1H-pyrazole-4-carbonitrile C(=O)C=1C=CC(=NC1)N1N=C(C(=C1)C#N)OC